FC(OC1=C(C(=CC(=C1)C=1N(N=C2C=C(C=C(C12)OC(F)F)C1=NN(N=C1)C)C)OC)C(=O)N1CC(C1)(O)C(F)F)F [2-(difluoromethoxy)-4-[4-(difluoromethoxy)-2-methyl-6-(2-methyltriazol-4-yl)indazol-3-yl]-6-methoxyphenyl]-[3-(difluoromethyl)-3-hydroxyazetidin-1-yl]methanone